N1N=CC2=CC=C(C=C12)NC(=O)C=1C=NN2C1N=C(C=C2C)C N-(1H-INDAZOL-6-YL)-5,7-DIMETHYLPYRAZOLO[1,5-a]PYRIMIDINE-3-CARBOXAMIDE